(R)-3-cyclopropyl-N5-(piperidin-3-yl)-N7-(4-(pyridin-2-yl)benzyl)pyrazolo[1,5-a]pyrimidine-5,7-diamine C1(CC1)C=1C=NN2C1N=C(C=C2NCC2=CC=C(C=C2)C2=NC=CC=C2)N[C@H]2CNCCC2